4-Boc-2-(aminomethyl)morpholine 3,4,5-Trifluorophenyl-acetate FC=1C=C(C=C(C1F)F)CC(=O)O.C(=O)(OC(C)(C)C)N1CC(OCC1)CN